(S)-1-(4-(1H-benzo[d]imidazol-2-yl)-6,7-dihydro-1H-imidazo[4,5-c]pyridin-5(4H)-yl)-3-cyclopentylpropan-1-one N1C(=NC2=C1C=CC=C2)[C@H]2N(CCC1=C2N=CN1)C(CCC1CCCC1)=O